6-Bromo-2-((2-chlorophenyl)methyl)-N,3-dimethylaniline BrC1=CC=C(C(=C1NC)CC1=C(C=CC=C1)Cl)C